methyl 2-amino-4-chloro-5-(trifluoromethyl)benzoate NC1=C(C(=O)OC)C=C(C(=C1)Cl)C(F)(F)F